(R)-(6-(7-ethyl-5H-pyrrolo[2,3-B]pyrazin-2-yl)-8-(morpholin-3-yl)-3,4-dihydroisoquinolin-2(1H)-yl)(2-methylpyrimidin-5-yl)methyl Ketone C(C)C1=CNC2=NC=C(N=C21)C=2C=C1CCN(CC1=C(C2)C2NCCOC2)[C@H](C=2C=NC(=NC2)C)C(=O)[C@H](N2CC1=C(C=C(C=C1CC2)C=2N=C1C(=NC2)NC=C1CC)C1NCCOC1)C=1C=NC(=NC1)C